ClC1=C(CC2=NN(C=C2C(=O)O)S(N(C)C)(=O)=O)C=C(C=C1)C (2-chloro-5-methylbenzyl)-1-(N,N-dimethylsulfamoyl)-1H-pyrazole-4-carboxylic acid